tetramethylgermanium(IV) C[Ge](C)(C)C